CC=1C=C2[C@@H](N3C(C2=CC1)=CN=C3)[C@H]3[C@@H](COC3)O (3S,4R)-4-((S)-7-methyl-5H-imidazo[5,1-a]isoindol-5-yl)tetrahydrofuran-3-ol